ClC1=C(OC2=C1C=C(C=C2C(=O)O[C@@H](C(F)(F)F)C)C)CNC(=O)C=2C=NN1C2N=CC=C1 (R)-1,1,1-Trifluoropropan-2-yl 3-chloro-5-methyl-2-((pyrazolo[1,5-a]pyrimidine-3-carboxamido)methyl)benzofuran-7-carboxylate